(S)-methyl 2,3-epoxypropionate C([C@@H]1CO1)(=O)OC